C(C)(C)(C)NC1CC(N(C1)C=1N=NC(=CN1)C1=C(C=C(C=C1)C=1C=NNC1)O)C 2-{3-[4-(tert-butylamino)-2-methylpyrrolidin-1-yl]-1,2,4-triazin-6-yl}-5-(1H-pyrazol-4-yl)phenol